1-octyl-3-butylpyrrolium methanesulfonate CS(=O)(=O)[O-].C(CCCCCCC)[NH+]1C=C(C=C1)CCCC